6-[4-[Acetyl-(oxetan-3-ylmethyl)amino]-3-methyl-phenyl]-N-(3-pyridylmethyl)pyridine-3-carboxamide Methyl-(S)-4-((3-methylmorpholino)methyl)benzoate COC(C1=CC=C(C=C1)CN1[C@H](COCC1)C)=O.C(C)(=O)N(C1=C(C=C(C=C1)C1=CC=C(C=N1)C(=O)NCC=1C=NC=CC1)C)CC1COC1